bis(2,2-di-t-butylphenyl)pentaerythritol diphosphite OP(O)OP(O)O.C(C)(C)(C)C1(C(C=CC=C1)C(O)(C(CO)(CO)CO)C1C(C=CC=C1)(C(C)(C)C)C(C)(C)C)C(C)(C)C